(4-(1-((1-fluorocyclopropyl)methyl)-1H-1,2,3-triazol-4-yl)phenyl)(4-(5-methyloxazolo[4,5-b]pyridin-2-yl)piperazin-1-yl)methanone FC1(CC1)CN1N=NC(=C1)C1=CC=C(C=C1)C(=O)N1CCN(CC1)C=1OC=2C(=NC(=CC2)C)N1